[Si](C)(C)(C(C)(C)C)OCC=1C=C(C=CC1)CO 1-(3-(((tert-butyldimethylsilyl)oxy)methyl)phenyl)methanol